3-bromo-5-fluoroanthranilic acid BrC1=C(C(C(=O)O)=CC(=C1)F)N